4-iodo-1,2,6,7-tetrahydro-8H-indeno[5,4-b]furan-8-one IC1=CC=2CCC(C2C2=C1OCC2)=O